ClC=1C=C(C=NC1)CNC1=NC(=NC2=CC=C(C=C12)C=1C(=NOC1C)C)C(=O)NCC1=CC(=NC=C1)Cl 4-(((5-chloropyridin-3-yl)methyl)amino)-N-((2-chloropyridin-4-yl)methyl)-6-(3,5-dimethylisoxazol-4-yl)quinazoline-2-carboxamide